CN(CCOCCC(=O)OCC)C ethyl 3-(2-(dimethylamino)-ethoxy)propanoate